6-(ethoxycarbonyl)-3-oxo-2-[2-(2,2,2-trifluoroethoxy)phenyl]-2,3-dihydropyridazine-4-carboxylic Acid C(C)OC(=O)C=1C=C(C(N(N1)C1=C(C=CC=C1)OCC(F)(F)F)=O)C(=O)O